((R)-4-(4-amino-6-(6-ethynyl-4-methoxypyridin-3-yl)-7-methyl-7H-pyrrolo[2,3-d]pyrimidin-5-yl)cyclohex-3-en-1-yl)((R)-2-methylpyrrolidin-1-yl)methanone NC=1C2=C(N=CN1)N(C(=C2C2=CC[C@@H](CC2)C(=O)N2[C@@H](CCC2)C)C=2C=NC(=CC2OC)C#C)C